C[Si](C)(O[Si](C)(C)C)C 2,2,4,4-tetramethyl-3-oxa-2,4-disilapentane